OCCNC(C=1C(=C(C(=O)O)C(=C(C1I)NC(CNC(C1=C(C(=C(C(=C1I)C(NC)=O)I)N(C(C)=O)C)I)=O)=O)I)I)=O N-(2-hydroxyethyl)2,4,6-triiodo-5-[2-[2,4,6-triiodo-3-(N-methylacetamido)-5-(methylcarbamoyl)benzamido]acetamido]-isophthalamic acid